BrC=1N=C2C(=NC1N1C3CC(CC1CC3)NC(OC(C)(C)C)=O)NN=C2I tert-Butyl N-[exo-8-{5-bromo-3-iodo-1H-pyrazolo[3,4-b]pyrazin-6-yl}-8-azabicyclo[3.2.1]octan-3-yl]carbamate